2-n-butyl-2-ethyl-1,3-propanediol diacrylate C(C=C)(=O)OCC(COC(C=C)=O)(CC)CCCC